IC1=CSC2=C1N=C(N=C2)NC2=CC(=CC=C2)[N+](=O)[O-] 7-iodo-N-(3-nitrophenyl)thieno[3,2-d]pyrimidin-2-amine